C(CC)[SiH](C1=CC=C(C=C1)C(=C)C1=CC=CC=C1)CCC 1-[4-(dipropylsilyl)phenyl]-1-phenylethene